4-(4-hydroxyphenyl)-1-methyl-1H-1,2,3-triazole-5-carbaldehyde OC1=CC=C(C=C1)C=1N=NN(C1C=O)C